O(C1=CC=CC=C1)C(C(=O)NC1=C(C=CC=C1)F)C phenoxy-N-(2-fluorophenyl)propionamide